ClC1=C(C(=CC(=C1)F)Cl)C1=CC=NC2=CC(=CC=C12)O[C@@H](C(=O)N1C[C@](CCC1)(C(=O)O)C)C (3S)-1-[(2R)-2-[[4-(2,6-dichloro-4-fluoro-phenyl)-7-quinolyl]oxy]propanoyl]-3-methyl-piperidine-3-carboxylic acid